4-(3,4-dihydroisoquinolin-1-yl)-2-methylidene-4-cyclohexyl-butyric acid methyl ester COC(C(CC(C1CCCCC1)C1=NCCC2=CC=CC=C12)=C)=O